3-Methyl-5-oxo-5-[(2-phenyl-1,3-dioxan-5-yl)oxy]pentanoic acid CC(CC(=O)O)CC(OC1COC(OC1)C1=CC=CC=C1)=O